ClC1=C(C(=O)N(C)C2(CC2)C#N)C=C(C=C1)C=1C=NN(C1)C=1N(N=C(C1C(F)(F)F)O)C 2-chloro-N-(1-cyanocyclopropyl)-5-[1-[5-hydroxy-2-methyl-4-(trifluoromethyl)pyrazol-3-yl]pyrazol-4-yl]-N-methyl-benzamide